m-trifluoromethyl-benzyl-trioctylphosphonium chloride [Cl-].FC(C=1C=C(C[P+](CCCCCCCC)(CCCCCCCC)CCCCCCCC)C=CC1)(F)F